BrC=1C(=NC(=NC1Br)C)N 5,6-Dibromo-2-methylpyrimidine-4-amine